C1(CC1)C=1N=NN(C1)[C@H](C(=O)N1[C@@H](C[C@H](C1)O)C(=O)NCC1CN(CCO1)C=1SC=NN1)C(C)(C)C (2S,4r)-1-[(2S)-2-(4-cyclopropyl-triazol-1-yl)-3,3-dimethyl-butyryl]-4-hydroxy-N-[[4-(1,3,4-thiadiazol-2-yl)morpholin-2-yl]methyl]pyrrolidine-2-carboxamide